ONN(O)NO TriAza-Glycerol